3-((3-fluoro-4-(4-oxopiperidin-1-yl)phenyl)amino)piperidine-2,6-dione FC=1C=C(C=CC1N1CCC(CC1)=O)NC1C(NC(CC1)=O)=O